2,9-dimethyl-5,12-dihydroquinolino[2,3-B]acridine-7,14-dione CC=1C=CC=2NC=3C=C4C(=CC3C(C2C1)=O)NC1=CC=C(C=C1C4=O)C